(4-bromo-2-methylphenyl)acetic acid ethyl ester C(C)OC(CC1=C(C=C(C=C1)Br)C)=O